3-(3-(cyclohexylmethoxy)-4-(ethylsulfonamido)phenyl)-5-(pyridin-2-ylamino)-1H-pyrazole-4-carboxamide C1(CCCCC1)COC=1C=C(C=CC1NS(=O)(=O)CC)C1=NNC(=C1C(=O)N)NC1=NC=CC=C1